C1(CCCC1)CCCC(=O)NC1=C(C(=C(C(=C1F)F)C(F)(F)F)F)F 4-cyclopentyl-N-(2,3,5,6-tetrafluoro-4-(trifluoromethyl)phenyl)butanamide